C(C)(=O)N1[C@H]([C@@H]([C@H](C2=CC(=CC=C12)C(=O)NCCO)NC1=NC=C(C=C1)F)C)C (2S,3R,4R)-1-acetyl-4-((5-fluoropyridin-2-yl)amino)-N-(2-hydroxyethyl)-2,3-dimethyl-1,2,3,4-tetrahydroquinoline-6-carboxamide